FC(CN1C=NC2=C1C=C(C=C2)C=2C(=CN1N=C(N=C(C12)OC)NC1CCC(CC1)(O)C)F)F (1r,4r)-4-((5-(1-(2,2-difluoroethyl)-1H-benzo[d]imidazol-6-yl)-6-fluoro-4-methoxypyrrolo[2,1-f][1,2,4]triazin-2-yl)amino)-1-methylcyclohexan-1-ol